C(C)(=O)OCC(C1(CCOC2(CCCC2)C1)C1=NC=C(C=C1)F)C#N Cyano-[9-(5-fluoro-pyridin-2-yl)-6-oxa-spiro[4.5]decan-9-yl]-ethyl acetate